((2,5-difluorobenzyl)amino)-5-(3,5-difluorophenyl)-4H-benzo[e][1,2,4]thiadiazine 1,1-dioxide FC1=C(CNC2=NS(C3=C(N2)C(=CC=C3)C3=CC(=CC(=C3)F)F)(=O)=O)C=C(C=C1)F